1,3-dimethyl-3,4-dihydroquinolin-2(1H)-one CN1C(C(CC2=CC=CC=C12)C)=O